2-(4-(methylsulfonyl)piperazin-1-yl)benzonitrile CS(=O)(=O)N1CCN(CC1)C1=C(C#N)C=CC=C1